COC=1C=C2C(=NC(=NC2=CC1OC)C)N[C@H](C)C=1C=C(C=CC1)C1=CC=C(C=C1)C(=O)NCCN(C)C 3'-{(1R)-1-[(6,7-dimethoxy-2-methylquinazolin-4-yl)amino]-ethyl}-N-[2-(dimethylamino)-ethyl]biphenyl-4-carboxamide